2-(1-(bis(4-fluorophenyl)methyl)piperazin-2-yl)-3-methylbutan-2-ol FC1=CC=C(C=C1)C(N1C(CNCC1)C(C)(C(C)C)O)C1=CC=C(C=C1)F